2-(hexamethyleneimino)ethyl-methacrylamide N1(CCCCCC1)CCC=C(C(=O)N)C